ClC1=CC=2C3=C(C=NC2C=C1)N=C(N3[C@H]3C[C@H](OCC3)C)[C@@H]3COCC3 8-chloro-1-[(2R,4R)-2-methyltetrahydro-2H-pyran-4-yl]-2-[(3R)-tetrahydro-furan-3-yl]-1H-imidazo[4,5-c]quinoline